FC1=C(C=C(C=C1)NC(C=C)=O)NC1=NC(=NC=C1C1=CC(=C(C=C1)F)OC)NC=1C=NN(C1)C N-(4-fluoro-3-((5-(4-fluoro-3-methoxyphenyl)-2-((1-methyl-1H-pyrazol-4-yl)amino)pyrimidin-4-yl)amino)phenyl)acrylamide